tridecyl thiophosphite P(SCCCCCCCCCCCCC)([O-])[O-]